[N+](=O)([O-])[Co]([N+](=O)[O-])Cl dinitrocobalt (III) chloride